3-(cyclopropyl-difluoromethyl)-phenylacetic acid C1(CC1)C(C=1C=C(C=CC1)CC(=O)O)(F)F